methyl 5-bromo-2-(3-chloro-4-nitro-phenyl)-6-[(3-chloropyrazol-1-yl)methyl]-1-ethyl-4-oxo-pyridine-3-carboxylate BrC=1C(C(=C(N(C1CN1N=C(C=C1)Cl)CC)C1=CC(=C(C=C1)[N+](=O)[O-])Cl)C(=O)OC)=O